N-(2-(5-oxo-2-((2,4,5-trifluorobenzyl)amino)-5,7-dihydro-6H-pyrrolo[3,4-b]pyridin-6-yl)ethyl)acetamide O=C1N(CC2=NC(=CC=C21)NCC2=C(C=C(C(=C2)F)F)F)CCNC(C)=O